Cl.NCCCCNC1=C2C(N(C(C2=CC=C1)=O)C1C(NC(CC1)=O)=O)=O 4-((4-Aminobutyl)amino)-2-(2,6-dioxopiperidin-3-yl)isoindoline-1,3-dione hydrochloride